NC[C@H]1CNCC1 (S)-3-Aminomethyl-pyrrolidine